1-(4-(2-bromo-6-methoxy-3,4-dihydronaphthalen-1-yl)-3-fluorophenyl)-4-(dimethoxymethyl)piperidine BrC1=C(C2=CC=C(C=C2CC1)OC)C1=C(C=C(C=C1)N1CCC(CC1)C(OC)OC)F